3-(3-Methyl-2-oxo-4-(3-(piperidin-4-yloxy)cyclobutyl)-2,3-dihydro-1H-benzo[d]imidazol-1-yl)piperidine-2,6-dione CN1C(N(C2=C1C(=CC=C2)C2CC(C2)OC2CCNCC2)C2C(NC(CC2)=O)=O)=O